ClC=1C=C2C(=CN=C(C2=CN1)N1C(CC1)C)C=C 6-chloro-1-(2-methylazetidin-1-yl)-4-vinyl-2,7-naphthyridine